tert-butyl (3S)-3-({8-carbamoyl-6-[(oxan-4-yl)methyl]pyrido[3,2-d]pyrimidin-4-yl}amino)piperidine-1-carboxylate C(N)(=O)C1=CC(=NC2=C1N=CN=C2N[C@@H]2CN(CCC2)C(=O)OC(C)(C)C)CC2CCOCC2